(S)-3-(6-methoxypyridin-3-yl)-3-(4-(3-(5,6,7,8-tetrahydro-1,8-naphthyridin-2-yl)propyl)thiazol-2-yl)propanoic acid COC1=CC=C(C=N1)[C@H](CC(=O)O)C=1SC=C(N1)CCCC1=NC=2NCCCC2C=C1